C(C)(C)(C)OC(=O)N1CC=2N(CC1)C(=NN2)C2=NC=C(N=C2)Cl 3-(5-Chloropyrazin-2-yl)-5,6-dihydro-[1,2,4]triazolo[4,3-a]pyrazine-7(8H)-carboxylic acid tert-butyl ester